CCCCCCCCCCCCCCCCCCCCCC(=O)O[C@H](COC(=O)CCCCCCC/C=C\C/C=C\CCCCC)COP(=O)(O)OC[C@H](CO)O 1-(9Z,12Z-octadecadienoyl)-2-docosanoyl-glycero-3-phospho-(1'-sn-glycerol)